ClC1=CC2=C(N=C(S2)C23CC(C2)(C3)NC(=O)C3=CC(=NS3)CS(=O)(=O)C)C=C1 N-[3-(6-chloro-1,3-benzothiazol-2-yl)-1-bicyclo[1.1.1]pentanyl]-3-(methylsulfonylmethyl)isothiazole-5-carboxamide